4-((2-(dimethylamino)ethyl)(methyl)amino)-2-(2,2,2-trifluoro-N-(tetrahydro-2H-pyran-4-yl)acetamido)benzoyl chloride CN(CCN(C1=CC(=C(C(=O)Cl)C=C1)N(C(C(F)(F)F)=O)C1CCOCC1)C)C